ClC=1C(=C(C=CC1)NC=1C2=C(N=CN1)C=CC(=N2)N2CC1(CCN1)C2)F N-(3-chloro-2-fluorophenyl)-6-(1,6-diazaspiro[3.3]heptan-6-yl)pyrido[3,2-d]pyrimidin-4-amine